CC(CC1=CC=NC=C1)C 4-(2-methylpropyl)pyridine